C(C)(=O)O[C@@]1(CC(=NO1)C1=CC=C(C=C1)C=1C=NN(C1)CC)C(F)(F)F |r| racemic-3-[4-(1-ethyl-1H-pyrazol-4-yl)phenyl]-5-(trifluoromethyl)-4,5-dihydro-1,2-oxazol-5-yl acetate